C(C)N1C2=CC=C(C=C2C=2C=C(C=CC12)S1C(=CC=C1)C=NO)C(C1=C(C=CC=C1)C)=O 1-[9-ethyl-6-(2-methylbenzoyl)-9H-carbazol-3-yl]-thiophenyl-methane-1-one oxime